CC1(CN(S(C2=C(O1)C=CC=C2)(=O)=O)CC=2C=C(C=CC2C)[C@H](C(C(=O)O)(C)C)OCC=2N=NN(C2)CCC)C (R)-3-(3-((4,4-dimethyl-1,1-dioxido-3,4-dihydro-2H-benzo[b][1,4,5]oxathiazepin-2-yl)methyl)-4-methylphenyl)-2,2-dimethyl-3-((1-propyl-1H-1,2,3-triazol-4-yl)methoxy)propanoic acid